C(C)N(C1=CC=C2C=C(C(OC2=C1)=O)C=1N=C(SC1)C1=CC=C(C=C1)N(C)C)CC 7-Diethylamino-3-[2-(4-dimethylamino-phenyl)-thiazol-4-yl]-chromen-2-one